FC=1C=C(C=CC1F)N1CCC2(CCN(CC2)C(=O)C2=CC(NC3=CC=CC=C23)=O)CC1 4-(9-(3,4-difluorophenyl)-3,9-diazaspiro[5.5]undecane-3-carbonyl)quinolin-2(1H)-one